C(C)[Si](CCCC)(CC)CC Triethyl-(butyl)silane